C(OC1=CC(=CC=2OCCOC21)NC(=O)OC(C)(C)C)(OC(C)(C)C)=O [7-(tert-butoxycarbonylamino)-2,3-dihydro-1,4-benzodioxin-5-yl] tert-butyl carbonate